((1s,3s)-3-Hydroxy-3-methylcyclobutyl)(7-(pyrazolo[1,5-a]pyridin-3-yl)-2-azaspiro[3.5]nonan-2-yl)methanone OC1(CC(C1)C(=O)N1CC2(C1)CCC(CC2)C=2C=NN1C2C=CC=C1)C